C(C)(=O)C=1C=C(C[C@H](N)C(=O)O)C=CC1 m-Acetylphenylalanine